tert-butyl (6-methyl-5-(4,4,5,5-tetramethyl-1,3,2-dioxaborolan-2-yl)pyridin-2-yl)carbamate CC1=C(C=CC(=N1)NC(OC(C)(C)C)=O)B1OC(C(O1)(C)C)(C)C